(3-(4-((1-(2-(4-(2-(2,6-dioxopiperidin-3-yl)-1-oxoisoindolin-5-yl)piperidin-1-yl)ethyl)piperidin-4-yl)methoxy)benzoyl)-2-(4-fluorophenyl)benzo[b]thiophen-6-yl)boronic acid O=C1NC(CCC1N1C(C2=CC=C(C=C2C1)C1CCN(CC1)CCN1CCC(CC1)COC1=CC=C(C(=O)C=2C3=C(SC2C2=CC=C(C=C2)F)C=C(C=C3)B(O)O)C=C1)=O)=O